tert-butyl (1S,3R,5R)-6,6-difluoro-3-((6-(2-(methoxymethoxy)-4-(6-methoxypyridazin-4-yl)phenyl)pyridazin-3-yl)(methyl)amino)-8-azabicyclo[3.2.1]octane-8-carboxylate FC1([C@H]2C[C@@H](C[C@@H](C1)N2C(=O)OC(C)(C)C)N(C)C=2N=NC(=CC2)C2=C(C=C(C=C2)C2=CN=NC(=C2)OC)OCOC)F